α-amino-2-indanacetic acid NC(C(=O)O)C1CC2=CC=CC=C2C1